3-(((3-(dimethylamino)propoxy)carbonyl)oxy)pentadecyl-4,4-bis((2-propylpentyl)oxy)butanoate CN(CCCOC(=O)OC(CCOC(CCC(OCC(CCC)CCC)OCC(CCC)CCC)=O)CCCCCCCCCCCC)C